β-D-allofuranose O[C@H]1[C@H](O)[C@H](O)[C@H](O1)[C@H](O)CO